C(C1=CC=CC=C1)NC(OC1=CC(=CC=C1)C=1C=NC=C(C1)C=1OC=CC1)=O 3-(5-(furan-2-yl)pyridin-3-yl)phenyl benzylcarbamate